[I-].C[N+]1(CCCCC1)CC(=C)C 1-methyl-1-(2-methyl-2-propenyl)piperidinium iodide